C(C)(C)C1=C(OC=2C(=NC(=NC2)N)N)C=C(C(=C1)OC)N1N=NN=C1 5-(2-Isopropyl-4-methoxy-5-tetrazol-1-yl-phenoxy)-pyrimidine-2,4-diamine